benzyl(4-((7-(dimethylamino)-5-methyl-[1,2,4]triazolo[1,5-a]pyrimidin-6-yl)methyl)phenyl)(imino)-λ6-sulfanone C(C1=CC=CC=C1)S(=O)(=N)C1=CC=C(C=C1)CC=1C(=NC=2N(C1N(C)C)N=CN2)C